(3S)-3-AMINO-3-(3-FORMYL-2-HYDROXY-5-METHYLPHENYL)PROPANENITRILE N[C@@H](CC#N)C1=C(C(=CC(=C1)C)C=O)O